N-[[6-(Tetrahydrofuran-2-ylmethoxy)-2-pyridyl]sulfonyl]-2-(2,2,4-trimethylpyrrolidin-1-yl)pyridin-3-carboxamid O1C(CCC1)COC1=CC=CC(=N1)S(=O)(=O)NC(=O)C=1C(=NC=CC1)N1C(CC(C1)C)(C)C